CSC(=C1COC(OC1)(C)C)SC 5-(bis-methylsulfanyl-methylene)-2,2-dimethyl-[1,3]dioxane